2-methylbutanoic acid 2-(((4-methoxy-3,5-dimethylpyridin-2-yl) methyl) sulfinyl)-1H-benzo[d]imidazol-5-yl ester COC1=C(C(=NC=C1C)CS(=O)C1=NC2=C(N1)C=CC(=C2)OC(C(CC)C)=O)C